S1C(CCC1)CO Tetrahydro-2-thiophenemethanol